6-fluoro-2-[4-(methylaminomethyl)phenyl]-3,10-diazatricyclo[6.4.1.04,13]trideca-1,4,6,8(13)-tetraen-9-one FC=1C=C2NC(=C3CCNC(C(C1)=C32)=O)C3=CC=C(C=C3)CNC